5-CHLORO-4-METHOXYPYRIDINE-3-CARBOXALDEHYDE ClC=1C(=C(C=NC1)C=O)OC